C(C)(C)(C)N(C(O)=O)[C@@H]1CNCCC1.CC1=NC(=CC(=C1)C[C@@H]1CNCC1)C (S)-2,6-dimethyl-4-(pyrrolidin-3-ylmethyl)pyridine tert-Butyl-(S)-piperidin-3-ylcarbamate